CC(C(=O)C1=C(C(C(=C1O)CC=C(C)C)(O)C(CC=C(C)C)=O)O)C 2-(2-methyl-1-oxopropyl)-5-(4-methyl-1-oxopent-3-enyl)-4-prenylcyclopenta-1,3-diene-1,3,5-triol